N-phenylbenzamide C1(=CC=CC=C1)NC(C1=CC=CC=C1)=O